3-(4-Cyano-3-(trifluoromethyl)phenyl)-N-(6-cyanopyridin-3-yl)-2-(trifluoromethyl)oxazolidin-5-carboxamid C(#N)C1=C(C=C(C=C1)N1C(OC(C1)C(=O)NC=1C=NC(=CC1)C#N)C(F)(F)F)C(F)(F)F